CC=1C=CC=C2C(C(CS(C12)(=O)=O)C(C(=O)OCC)=O)=O Ethyl 2-(8-methyl-1,1-dioxido-4-oxothiochroman-3-yl)-2-oxoacetate